6-methyl-2-(2-naphthylmethyl)-4H-3,1-benzoxazin-4-one CC=1C=CC2=C(C(OC(=N2)CC2=CC3=CC=CC=C3C=C2)=O)C1